FC(C(C(C(C(F)(F)F)(C(F)(F)F)F)=O)(F)F)(OC(F)(F)F)F 1,1,2,2,4,5,5,5-octafluoro-1-trifluoromethoxy-4-trifluoromethyl-3-pentanone